6-fluoro-5-methoxy-3-(2-(2-methylazetidin-1-yl)ethyl)-1-(tetrahydro-2H-pyran-2-yl)-1H-indazole FC1=C(C=C2C(=NN(C2=C1)C1OCCCC1)CCN1C(CC1)C)OC